tert-butyl (1S,2S,5R)-2-[(S)-1-[tert-butyl(dimethyl)silyl]oxyethyl]-3,8-diazabicyclo[3.2.1]octane-8-carboxylate [Si](C)(C)(C(C)(C)C)O[C@@H](C)[C@@H]1[C@@H]2CC[C@H](CN1)N2C(=O)OC(C)(C)C